FC1=C(C=C(C=C1)S(=O)(=O)N1CC2(C3=CC=CC=C13)CCCC2)C 1'-(4-fluoro-3-methylbenzenesulfonyl)-1',2'-dihydrospiro[cyclopentane-1,3'-indole]